C1(=CC=C(C=C1)CCN)C 2-(4-tolyl)ethane-1-amine